ClC=1C=C2N=C3C=CC(=CC3=C(C2=CC1)NC(CCCN1CCN(CC1)C(CCC(=O)OC1=CC=2C=3C=CC=4C(=COC4)C3C=CC2C=C1)=O)C)OC phenanthro[1,2-c]furan-8-yl 4-(4-(4-((6-chloro-2-methoxyacridin-9-yl)amino)pentyl)piperazin-1-yl)-4-oxobutanoate